1-(thiazol-2-yl)-2-(triphenyl-λ5-phosphanylidene)ethan-1-one S1C(=NC=C1)C(C=P(C1=CC=CC=C1)(C1=CC=CC=C1)C1=CC=CC=C1)=O